4-amino-N-(5,5-difluoro-2-oxo-1-piperidyl)-1-methyl-N-[[5-(trifluoromethyl)-2-pyridyl]methyl]pyrazolo[4,3-c]quinoline-8-carboxamide NC1=NC=2C=CC(=CC2C2=C1C=NN2C)C(=O)N(CC2=NC=C(C=C2)C(F)(F)F)N2C(CCC(C2)(F)F)=O